NC1=NC=2C=CC(=CC2C2=C1C=NN2C2CC2)C(=O)O 4-amino-1-cyclopropyl-1H-pyrazolo[4,3-c]quinoline-8-carboxylic acid